N-[(1S)-1-{5-[5-(cyclobutyloxy)-2-fluorophenyl]-1H-imidazol-2-yl}-7-(1,3-oxazol-2-yl)-7-oxoheptyl]-1-methylazetidine-3-carboxamide C1(CCC1)OC=1C=CC(=C(C1)C1=CN=C(N1)[C@H](CCCCCC(=O)C=1OC=CN1)NC(=O)C1CN(C1)C)F